3-difluoromethyl-5-fluoro-1-methyl-1H-pyrazole-4-carboxamide FC(C1=NN(C(=C1C(=O)N)F)C)F